10-bromo-1,5-dimethyl-3,4-dihydro-2H-[1,4]diazepino[2,3-c]cinnoline BrC1=CC=2C3=C(N=NC2C=C1)N(CCCN3C)C